3-(1-{4-cyano-5-[5-ethyl-2-(5-trifluoromethylpyridin-2-yl)-thiazol-4-yl]-2H-[1,2,3]triazol-2-yl}-ethoxycarbonyloxy)-2,2-dimethyl-propionic acid benzyl ester C(C1=CC=CC=C1)OC(C(COC(=O)OC(C)N1N=C(C(=N1)C#N)C=1N=C(SC1CC)C1=NC=C(C=C1)C(F)(F)F)(C)C)=O